C(C)(C)(C)OC(=O)N1CC(C1)N1C=C(C(C(=C1)C1=CC=C(C=C1)F)=O)C(=O)O 1-(1-(tert-butoxycarbonyl)azetidin-3-yl)-5-(4-fluorophenyl)-4-oxo-1,4-dihydropyridine-3-carboxylic acid